BrC=1C(=NC(=NC1C1=CC=CC=C1)N)NN 5-Bromo-4-hydrazinyl-6-phenylpyrimidin-2-amine